ClC1=C(C=C2C3=C(C=NC2=C1C(=O)OC)CN([C@H]3C)C(=O)OC(C)(C)C)OC O2-tert-butyl O6-methyl (1S)-7-chloro-8-methoxy-1-methyl-1,3-dihydropyrrolo[3,4-c]quinoline-2,6-dicarboxylate